N1N=CC2=C(C3=C(C=C12)C=CC=C3)C3=C(C=1N=C(N=C(C1C=N3)N3CC1(CNS(N1)(=O)=O)CCC3)OCC31CCCN1CCC3)F 7-(7-(1H-benzo[f]indazol-4-yl)-8-fluoro-2-((hexahydro-1H-pyrrolizin-7a-yl)methoxy)pyrido[4,3-d]pyrimidin-4-yl)-2-thia-1,3,7-triazaspiro[4.5]decane 2,2-dioxide